C(CCC)N1N=C2C=C(C=CC2=C1)Cl 2-butyl-6-chloro-2H-indazole